1,3,5-triiodo-2,4,6-trishydroxymethylbenzene IC1=C(C(=C(C(=C1CO)I)CO)I)CO